FCC=1N=C2N(C=C(N=C2C=2OC(=CC2)C)NC(=O)C2CC2)C1 N-[2-(fluoromethyl)-8-(5-methylfuran-2-yl)imidazo[1,2-a]pyrazin-6-yl]cyclopropanecarboxamide